(R)-2-methyl-N-((R)-7-aza-spiro[3.5]nonan-1-yl)propane-2-sulfinamide CC(C)(C)[S@@](=O)N[C@@H]1CCC12CCNCC2